3-[1-[7-(methylcarbamoyl)-5H-pyrrolo[3,2-d]pyrimidin-4-yl]piperidin-4-yl]propylphosphonic acid CNC(=O)C1=CNC2=C1N=CN=C2N2CCC(CC2)CCCP(O)(O)=O